C(C)OC(=O)C1CCN(CC1)C=1C(=NC=C(C1)CCCOC)[N+](=O)[O-] (5-(3-methoxypropyl)-2-nitropyridin-3-yl)piperidine-4-carboxylic acid ethyl ester